methyl 4-benzyloxy-8-bromo-1-(ethoxycarbonylcarbamothioylamino)isoquinoline-3-carboxylate C(C1=CC=CC=C1)OC1=C(N=C(C2=C(C=CC=C12)Br)NC(NC(=O)OCC)=S)C(=O)OC